[Na].ON=C(C#N)C#N (hydroxyimino)malononitrile sodium salt